phenyl(3-chloro-4-methyl-5-(trifluoromethoxy)phenyl)carbamate C1(=CC=CC=C1)OC(NC1=CC(=C(C(=C1)OC(F)(F)F)C)Cl)=O